BrC1=CC=C(C=C1)C1=CC(=NN1C1=CC=C(C=C1)C)OCC(=O)OCC Ethyl {[5-(4-bromophenyl)-1-(4-methylphenyl)-1H-pyrazol-3-yl]oxy}acetate